6'-((5S)-1-(4-amino-1,3-dihydrofurano[3,4-c][1,7]naphthyridine-8-yl)-5-methylpiperidin-2-yl)-1'-methyl-1',4'-dihydro-2'H-spiro[cyclopropane-1,3'-quinoline]-2'-one NC1=NC=2C=NC(=CC2C2=C1COC2)N2C(CC[C@@H](C2)C)C=2C=C1CC3(C(N(C1=CC2)C)=O)CC3